3-(difluoromethyl)-N'-(4-(2,6-dimethylphenoxy)phenyl)-1-methyl-1H-pyrazole-4-carbohydrazide FC(C1=NN(C=C1C(=O)NNC1=CC=C(C=C1)OC1=C(C=CC=C1C)C)C)F